CN1N=CC(=C1)C1=CC(=C2C=CC=NC2=C1)C=1C=NC(=CC1)N1CCN(CC1)CC1=NC=CC=C1 7-(1-methyl-1H-pyrazol-4-yl)-5-(6-(4-(pyridin-2-ylmethyl)piperazin-1-yl)pyridin-3-yl)quinoline